FC(C(=O)O)(F)F.CC=1C=C(C=CC1OC1=CC2=C(N(N=N2)C)C=C1)NC=1C2=C(N=CN1)C=CC(=N2)C2CC1CCC(C2)N1C(C=C)=O 1-(3-(4-((3-methyl-4-((1-methyl-1H-benzo[d][1,2,3]triazol-5-yl)oxy)phenyl)amino)pyrido[3,2-d]pyrimidin-6-yl)-8-azabicyclo[3.2.1]octan-8-yl)prop-2-en-1-one trifluoroacetate